P(=O)(O)(O)O.S1C=CC=2[C@@H](OCC3(C21)CC3)CNC (R)-1-(4'H,6'H-spiro[cyclopropane-1,7'-thieno[3,2-c]pyran]-4'-yl)-N-methyl-methylamine phosphate